3-(pyrimidin-5-yl)-3-[1-(trifluoromethyl)cyclopropyl]propanoic acid N1=CN=CC(=C1)C(CC(=O)O)C1(CC1)C(F)(F)F